6-(3-methoxyphenyl)-2-phenylpyrimidine-4-carboxylic acid ethyl ester C(C)OC(=O)C1=NC(=NC(=C1)C1=CC(=CC=C1)OC)C1=CC=CC=C1